C(#N)C=1C=C(C=NC1)[C@H]1N(OCC1)C(=O)C1CCN(CC1)C1=C(C(=NC=N1)C(=O)O)F 6-[4-[(3S)-3-(5-Cyano-3-pyridyl)isoxazolidine-2-carbonyl]-1-piperidyl]-5-fluoro-pyrimidine-4-carboxylic acid